[4-(6-Amino-4-methoxy-pyridin-3-yl)-piperazin-1-yl]-(5-cyclopropylmethoxy-4-methoxy-pyridin-2-yl)-methanone NC1=CC(=C(C=N1)N1CCN(CC1)C(=O)C1=NC=C(C(=C1)OC)OCC1CC1)OC